(6-Fluoro-2,3-dihydro-1,4-benzodioxin-3-yl)-[1-(2-hydroxyethyl)-6-(1H-pyrazol-4-yl)indol-3-yl]methanone FC1=CC2=C(OCC(O2)C(=O)C2=CN(C3=CC(=CC=C23)C=2C=NNC2)CCO)C=C1